3,4,5,6-Tetra[3-(dimethylamino)phenoxy]phthalonitrile CN(C=1C=C(OC2=C(C(C#N)=C(C(=C2OC2=CC(=CC=C2)N(C)C)OC2=CC(=CC=C2)N(C)C)OC2=CC(=CC=C2)N(C)C)C#N)C=CC1)C